methanesulfonic acid 3-[2-ethyl-4'-(4-pentyl-cyclohexyl)-biphenyl-4-yl]-propyl ester C(C)C1=C(C=CC(=C1)CCCOS(=O)(=O)C)C1=CC=C(C=C1)C1CCC(CC1)CCCCC